N,N-dimethyl-biguanide CN(C(=N)NC(=N)N)C